FC(OC1=CC=C(C=C1)NC(=O)CCNC(OC(C)(C)C)=O)(F)F tert-Butyl N-(2-{[4-(trifluoromethoxy)phenyl]carbamoyl}ethyl)carbamate